2-(3,5-bis(trifluoromethyl)phenoxy)propionaldehyde-3,3,3-d3 FC(C=1C=C(OC(C=O)C([2H])([2H])[2H])C=C(C1)C(F)(F)F)(F)F